NC=1C2=C(N=CN1)C(=NC(=C2)N(C)CCO)C=2C(=C(C=CC2C)O)C (S)-3-(4-Amino-6-((2-hydroxyethyl)(methyl)amino)pyrido[3,4-d]pyrimidin-8-yl)-2,4-dimethylphenol